CCCCCCCCCCCCCCC(CC(=O)[O-])(C[N+](C)(C)C)O Myristylcarnitine